FC(COC=1NC(C=2C(N1)=NN(C2)C2=C(C=C(C=C2C)C)O)=O)(C)F 6-(2,2-difluoropropoxy)-2-(2-hydroxy-4,6-dimethylphenyl)-2,5-dihydro-4H-pyrazolo[3,4-d]pyrimidin-4-one